NN1C(=NC(=C1C(=O)OC)C1=CC=C(C=C1)OC1=CC=CC=C1)C(CCO)C1=CC=C(C=C1)[N+](=O)[O-] methyl 1-amino-2-(3-hydroxy-1-(4-nitrophenyl) propyl)-4-(4-phenoxyphenyl)-1H-imidazole-5-carboxylate